C1(C=CC=C1)(C(=O)O)C(=O)O.C1(C=CC=C1)(C(=O)O)C(=O)O.C1(C=CC=C1)(C(=O)O)C(=O)O.C1(C=CC=C1)(C(=O)O)C(=O)O dicyclopentadienedicarboxylic acid, dicyclopentadienedicarboxylic acid salt